6-(2-chlorophenyl)-2-{[4-(piperazin-1-yl)-3-(trifluoromethyl)phenyl]amino}imidazo[1,2-a]pyrimido[5,4-e]pyrimidin-5(6H)-one ClC1=C(C=CC=C1)N1C=2N(C3=C(C1=O)C=NC(=N3)NC3=CC(=C(C=C3)N3CCNCC3)C(F)(F)F)C=CN2